C1=CC=C2N1C1=C(OC2)C=CC=C1 4H-benzo[b]pyrrolo[1,2-d][1,4]oxazine